C(C)OC(=O)C1C(C=2C(=NC3=CC(=CC=C3C2)Br)CO1)=O 8-bromo-4-oxo-3,4-dihydro-1H-pyrano[3,4-b]quinoline-3-carboxylic acid ethyl ester